3-(3-tert-butyl-5-(3,5-di-tert-butyl-2-hydroxybenzyl)-4-hydroxyphenyl)propionic acid methyl ester COC(CCC1=CC(=C(C(=C1)CC1=C(C(=CC(=C1)C(C)(C)C)C(C)(C)C)O)O)C(C)(C)C)=O